methyl 4-(3-cyano-2-fluoro-6-methoxyphenyl)-6-methylnicotinate C(#N)C=1C(=C(C(=CC1)OC)C1=CC(=NC=C1C(=O)OC)C)F